BrC1=CC2=C(N(N=C2C=C1)C(C)C)COC1=C(C=CC=C1)CC(=O)OCC ethyl 2-(2-((5-bromo-2-isopropyl-2H-indazol-3-yl)methoxy)phenyl)acetate